C(C)(C)(C)OC(=O)N1CC2CCC(C1)N2C2=NC(=NC1=C(C(=C(C=C21)C(F)(F)F)Br)F)F 8-(7-bromo-2,8-difluoro-6-(trifluoromethyl)quinazolin-4-yl)-3,8-diazabicyclo[3.2.1]octane-3-carboxylic acid tert-butyl ester